C(C)(=O)C1=NN(C2=CC=C(C=C12)C=1C=NC(=NC1)C)CC(=O)N1[C@@H](C[C@H](C1)F)C(=O)OC1=NC(=CC=C1)Br 6-bromopyridin-2-yl (2S,4R)-1-(2-(3-acetyl-5-(2-methylpyrimidin-5-yl)-1H-indazol-1-yl)acetyl)-4-fluoropyrrolidine-2-carboxylate